ethyl 6-cyclopropyl-2-[(6R)-6-(1-cyclopropylpyrazol-4-yl)-3,6-dihydro-2H-pyran-4-yl]-4-(2,4-difluorophenyl)pteridine-7-carboxylate C1(CC1)C=1N=C2C(=NC(=NC2=NC1C(=O)OCC)C=1CCO[C@H](C1)C=1C=NN(C1)C1CC1)C1=C(C=C(C=C1)F)F